COC=1C=C(C=O)C=C(C1SCCCC(C)C)OC 3,5-dimethoxy-4-((4-methylpentyl)thio)benzaldehyde